2-(5-(3-trifluoromethylphenyl)-3-ethylsulfonylpyridin-2-yl)-3-fluoro-4-ethyl-6-trifluoromethyl-4H-pyrrolo[3,2-b]pyridine FC(C=1C=C(C=CC1)C=1C=C(C(=NC1)C=1C(=C2N(C=C(C=C2N1)C(F)(F)F)CC)F)S(=O)(=O)CC)(F)F